N-((cis)-3-(5-chloro-2-cyanophenyl)-3-methylcyclobutyl)-1-((S or R)-1-(4-methyl-6-((1R,5S)-2-oxo-3-azabicyclo[3.1.0]hexan-3-yl)pyridin-3-yl)ethyl)-1H-pyrazole-4-carboxamide ClC=1C=CC(=C(C1)C1(CC(C1)NC(=O)C=1C=NN(C1)[C@@H](C)C=1C=NC(=CC1C)N1C([C@@H]2C[C@@H]2C1)=O)C)C#N |o1:19|